4-(N-(3-(tert-butyl)-5-cyclopropylbenzyl)-2-(N-(2-fluorobenzyl)-(2,3,4,5,6-pentafluoro-phenyl)sulfonamido)acetamido)-3-(cyclopentyloxy)benzoic acid C(C)(C)(C)C=1C=C(CN(C(CN(S(=O)(=O)C2=C(C(=C(C(=C2F)F)F)F)F)CC2=C(C=CC=C2)F)=O)C2=C(C=C(C(=O)O)C=C2)OC2CCCC2)C=C(C1)C1CC1